CC(C)(C#CC(C)(OOC(C)(C)C)C)OOC(C)(C)C 2,5-dimethyl-2,5-bis(T-butylperoxy)-hexyne